α-(trifluoromethylsulfonyloxyimino)-p-methoxyphenylacetonitrile FC(S(=O)(=O)ON=C(C#N)C1=CC=C(C=C1)OC)(F)F